1,5-diazabicyclo[4.3.0]nonen-5-ene N12C=CCN=C2CCC1